C(C)(C)(C)OC(=O)N1N=CC(=C1)C1=CNC2=C(C=CC=C12)NC(C(CNC(=O)OC(C)(C)C)C1=CC=C(C=C1)Br)=O 4-{7-[2-(4-bromophenyl)-3-[(tert-butoxycarbonyl)amino]propionylamino]-1H-indol-3-yl}pyrazole-1-carboxylic acid tert-butyl ester